[1-(cyclopropylmethyl)-1H-pyrrolo[2,3-b]pyridin-2-yl]-N-[(3R,4R)-4-[(2E)-4-(dimethylamino)but-2-enamido]pyrrolidin-3-yl]-N,1-dimethyl-1H-1,3-benzodiazole-5-carboxamide C1(CC1)CN1C(=CC=2C1=NC=CC2)C2=NC1=C(N2C)C=CC(=C1)C(=O)N(C)[C@@H]1CNC[C@H]1NC(\C=C\CN(C)C)=O